2-((6aR,8R)-6a-(difluoromethyl)-8-((6-vinylquinolin-2-yl)oxy)-5,6,6a,7,8,9-hexahydropyrrolo[1',2':4,5]pyrazino[2,3-c]pyridazin-2-yl)-6-fluorophenol FC([C@]12N(C=3C(=NN=C(C3)C3=C(C(=CC=C3)F)O)NC1)C[C@@H](C2)OC2=NC1=CC=C(C=C1C=C2)C=C)F